3-(2,4-dimethoxy-3-methylphenyl)-Propane COC1=C(C=CC(=C1C)OC)CCC